C(C)OP(=O)(OCC)ON1N=NC2=C(C1=O)C=CC=C2 diethyloxyphosphoryloxy-1,2,3-benzotriazin-4(3H)-one